8-ethynyl-3-methoxynaphthalen-1-yl acetate C(C)(=O)OC1=CC(=CC2=CC=CC(=C12)C#C)OC